2-[1-[[4-[2-(2-amino-3-pyridyl)-5-phenyl-imidazo[4,5-b]pyridin-3-yl]phenyl]methyl]-4-piperidyl]-2-methyl-propanoic acid NC1=NC=CC=C1C1=NC=2C(=NC(=CC2)C2=CC=CC=C2)N1C1=CC=C(C=C1)CN1CCC(CC1)C(C(=O)O)(C)C